1,4-dimethyl-7-oxabicyclo[2.2.1]heptane-2,3-dicarboxylic acid CC12C(C(C(CC1)(O2)C)C(=O)O)C(=O)O